4-(4-(tert-butoxycarbonyl)piperazin-1-yl)-1-((2-(trimethylsilyl)ethoxy)methyl)-1H-pyrrolo[2,3-b]pyridin-2-ylboronic acid C(C)(C)(C)OC(=O)N1CCN(CC1)C1=C2C(=NC=C1)N(C(=C2)B(O)O)COCC[Si](C)(C)C